FC1=CC(=C(C=C1F)OC1=C(C=C(C(=C1)F)F)I)I 4,5-difluoro-2-iodophenyl ether